ClC1=C(C=CC(=C1)Cl)C=1CCCC2=C(C1C1=CC=C(C=C1)O[C@@H]1CN(CC1)CCCF)C=CC(=C2)C(=O)N2CC(C2)O (S)-(8-(2,4-dichlorophenyl)-9-(4-((1-(3-fluoropropyl)pyrrolidin-3-yl)oxy)phenyl)-6,7-dihydro-5H-benzo[7]annulen-3-yl)(3-hydroxyazetidin-1-yl)methanone